C(C)(C)(C)C=1C=C(C=CC1)C1=CC=2C(=CN=C(C2C)SC(C(=O)O)(C)C)N1 2-((2-(3-(tert-Butyl)phenyl)-4-methyl-1H-pyrrolo[2,3-c]pyridin-5-yl)thio)-2-methylpropanoic acid